2-[4-(benzylsulfanyl)-2,6-difluorophenyl]-4-methylquinolin-7-yl trifluoromethanesulfonate FC(S(=O)(=O)OC1=CC=C2C(=CC(=NC2=C1)C1=C(C=C(C=C1F)SCC1=CC=CC=C1)F)C)(F)F